O[C@]1(C[C@H]2CC[C@H]3[C@@H]4CCC[C@@H]([C@]4(CC[C@@H]3[C@H]2CC1)C)CN(C(C1=CC=CC=C1)=O)C)C N-(((1S,4aS,4bR,6aR,8R,10aS,10bR,12aS)-8-hydroxy-8,12a-dimethyloctadecahydrochrysen-1-yl)-methyl)-N-methylbenzamide